B(O)(O)O.CC1(C2=CC=CC=C2NC=2C(=CC=CC12)CC(O)(C)C(C)(C)O)C (9,9-dimethyl-9,10-dihydro-acridin-4-yl)pinacol borate